5-[4-[(3S)-1-(3-fluoropropyl)pyrrolidin-3-yl]oxyphenyl]-6-(1-methyl-3,6-dihydro-2H-pyridin-4-yl)-8,9-dihydro-7H-benzo[7]annulen-2-ol FCCCN1C[C@H](CC1)OC1=CC=C(C=C1)C1=C(CCCC2=C1C=CC(=C2)O)C=2CCN(CC2)C